C1=C(C=CC2=CC=CC=C12)C1=NNC(C1)=O 3-(naphthalen-2-yl)-1H-pyrazol-5(4H)-one